C1(CC1)C1=CC(=C(C2=C1N(N=N2)C)C)CCC(=O)[O-] 3-(7-cyclopropyl-1,4-dimethyl-1H-benzoTriazol-5-yl)propanoate